1-((5-(trifluoromethyl)-1H-pyrazol-3-yl)methyl)urea FC(C1=CC(=NN1)CNC(=O)N)(F)F